CC1=C[C@H]([C@@H](CC1)C(=C)C)C (3R,4R)-1,3-Dimethyl-4-prop-1-en-2-ylcyclohexene